3-amino-N-(4-(tert-butyl)phenyl)cyclopentane-1-carboxamide NC1CC(CC1)C(=O)NC1=CC=C(C=C1)C(C)(C)C